Semicarbazid Hydrochlorid Cl.NNC(=O)N